[14C]guanidine N[14C](=N)N